3-(2-nitrophenyl)-7,12-diphenylbenzo[k]fluoranthene [N+](=O)([O-])C1=C(C=CC=C1)C1=C2C=CC=C3C=4C(=C5C(=C(C4C(C=C1)=C32)C3=CC=CC=C3)C=CC=C5)C5=CC=CC=C5